N-(4-Bromo-2-Methoxyphenyl)-7-Methylquinolin-4-Amine BrC1=CC(=C(C=C1)NC1=CC=NC2=CC(=CC=C12)C)OC